ClC1=C(C(=CC=C1)Cl)N1N=C(C(=C1)NC1=CC=C(C=C1)C(NC1CNCCC1)=O)C(=O)N 1-(2,6-dichlorophenyl)-4-((4-(piperidin-3-ylcarbamoyl)phenyl)amino)-1H-pyrazole-3-carboxamide